BrC1=CC(=CC=2C3C(N(C12)C(C)C)C(CC3)NC3=NC=CN=C3)C(=O)NC3=CC=C(C=C3)OC(F)(F)Cl 5-bromo-N-(4-(chlorodifluoromethoxy)phenyl)-4-isopropyl-3-(pyrazin-2-ylamino)-1,2,3,3a,4,8b-hexahydrocyclopenta[b]indole-7-carboxamide